2-{[(1S)-1-(2'-Fluoro-3,4'-bipyridin-6-yl)ethyl]amino}-8-[(2S)-3-methylbutan-2-yl]pyrido[2,3-d]pyrimidin-7(8H)-on FC1=NC=CC(=C1)C=1C=NC(=CC1)[C@H](C)NC=1N=CC2=C(N1)N(C(C=C2)=O)[C@@H](C)C(C)C